1-(3,5-difluorobenzyl)-1H-pyrrol-3-amine FC=1C=C(CN2C=C(C=C2)N)C=C(C1)F